styrene lauryl-methacrylate C(CCCCCCCCCCC)OC(C(=C)C)=O.C=CC1=CC=CC=C1